NC(C)(CC(C)C)C (S)-2-amino-2,4-dimethylpentan